4,4-dimethyl-1-({4-[5-(trifluoromethyl)-1,2,4-oxadiazol-3-yl]phenyl}methyl)pyrrolidin-2-one CC1(CC(N(C1)CC1=CC=C(C=C1)C1=NOC(=N1)C(F)(F)F)=O)C